C(C)C1=C(N=C(C(=N1)C(=O)N)NC1=CC(=NC=C1)NCCNC(C#C)=O)NC1CCOCC1 6-Ethyl-3-((2-((2-propiolamidoethyl)amino)pyridin-4-yl)amino)-5-((tetrahydro-2H-pyran-4-yl)amino)pyrazine-2-carboxamide